tert-butyl N-[[4-[[4-[[2-(2,6-dioxo-3-piperidyl)-1-oxo-isoindolin-5-yl]methyl carbamoylamino]phenoxy]methyl]phenyl]methyl]carbamate O=C1NC(CCC1N1C(C2=CC=C(C=C2C1)CNC(=O)NC1=CC=C(OCC2=CC=C(C=C2)CNC(OC(C)(C)C)=O)C=C1)=O)=O